CO\N=C(\C(=O)NC)/C1=C(C(=CC=C1)C)CO/N=C(\C)/C=1SC(=CN1)C(F)(F)F (2E)-2-Methoxyimino-N-methyl-2-[3-methyl-2-[[(E)-1-[5-(trifluoromethyl)thiazol-2-yl]ethylideneamino]oxymethyl]phenyl]acetamide